ClC=1C=C(C=C(C1)C)NC(=O)C1=C(N(C(=C1C)C(C(N[C@@H](C(F)(F)F)C)=O)=O)C)C (R)-N-(3-chloro-5-methylphenyl)-1,2,4-trimethyl-5-(2-oxo-2-((1,1,1-trifluoropropan-2-yl)amino)acetyl)-1H-pyrrole-3-carboxamide